Cl.Cl.C1(CC1)C1NC(NC1)=O 4-cyclopropylimidazolidin-2-one dihydrochloride